C=CCC[C@H](CCC)O (S)-oct-1-en-5-ol